NC1=NC(=NN2C1=NC=C2CC=2C=C(C(=NC2)N2CCN(CC2)C(CN(C)C)=O)C)NC(CC)CC 1-(4-(5-((4-amino-2-(pentan-3-ylamino)imidazo[2,1-f][1,2,4]triazin-7-yl)methyl)-3-methylpyridin-2-yl)piperazin-1-yl)-2-(dimethylamino)ethan-1-one